NCCOCCOC(CC1NC(C2=CC=CC=C12)=O)C 3-(2-(2-(2-aminoethoxy)ethoxy)propyl)-1-oxoisoindoline